(3E)-6-(octyloxymethoxy)-3-hexenylmagnesium bromide C(CCCCCCC)OCOCC/C=C/CC[Mg]Br